C1(CC1)C=1N=CN(C1)C1=CC=CC=2N1C=C(N2)C(=O)Cl 5-(4-cyclopropyl-1H-imidazol-1-yl)imidazo[1,2-a]pyridine-2-carbonyl chloride